NC1CCC(CC1)NC(C1=CC=C(C=C1)OC)=O N-(4-aminocyclohexyl)-4-methoxy-benzamide